N-(trans-4-(2-methoxyethoxy)cyclohexyl)-5-(2-methyl-1-(tetrahydro-2H-pyran-4-yl)-1H-imidazo[4,5-b]pyridin-6-yl)pyrrolo[2,1-f][1,2,4]triazin-2-amine COCCO[C@@H]1CC[C@H](CC1)NC1=NN2C(C=N1)=C(C=C2)C=2C=C1C(=NC2)N=C(N1C1CCOCC1)C